ClC1=C(C=C(C=C1)B1OC(C(O1)(C)C)(C)C)CO [2-chloro-5-(4,4,5,5-tetramethyl-1,3,2-dioxaborolan-2-yl)phenyl]methanol